ClC=1C(=NC(=NC1)NC1=C(C=C(C(=O)N(C)C)C=C1)OC)C=1C=NN(C1)C(C)C 4-((5-chloro-4-(1-isopropyl-1H-pyrazol-4-yl)pyrimidin-2-yl)amino)-3-methoxy-N,N-dimethylbenzamide